(4-(10-phenyl-9-anthryl)phenyl)-9H-carbazole C1(=CC=CC=C1)C1=C2C=CC=CC2=C(C2=CC=CC=C12)C1=CC=C(C=C1)C1=CC=CC=2C3=CC=CC=C3NC12